CN1N=C(N=C1)C=1C(=C(C=CC1)NC1=C(N=NC=C1)C(=O)N)OC(F)(F)F (E)-4-((3-(1-methyl-1H-1,2,4-triazol-3-yl)-2-(trifluoromethoxy)phenyl)amino)pyridazine-3-carboxamide